5-(2-(4-chlorophenoxy)ethyl)-1H-indol ClC1=CC=C(OCCC=2C=C3C=CNC3=CC2)C=C1